C(CCC)C=1N(C2=C(C(=NC=3C=CC=CC23)N)N1)CC1=CC=C(C=C1)CNCCCCCCCCCCCCCCCCC 2-butyl-1-(4-((heptadecylamino)methyl)benzyl)-1H-imidazo[4,5-c]quinolin-4-amine